C1(CC1)[C@H](CO)NC(=O)C=1C=NC(=C(C1)C1=NN(C=C1)C)OC1=CC=C(C=C1)C(F)(F)F N-[(1R)-1-Cyclopropyl-2-hydroxyethyl]-5-(1-methyl-1H-pyrazol-3-yl)-6-[4-(trifluoromethyl)phenoxy]pyridine-3-carboxamide